flavanone O1C(CC(=O)C2=CC=CC=C12)C1=CC=CC=C1